C(C)(C)(C)OC(=O)N1CC=2N(CC1)C(=NN2)C=2OC=CC2 3-(furan-2-yl)-5,6-dihydro-[1,2,4]triazolo[4,3-a]pyrazine-7(8H)-carboxylic acid tert-butyl ester